BrC1=CC=C(C(=N1)NC(=O)[C@H]1N([C@@H]2C[C@@]2(C1)C)C(=O)OC(C)(C)C)C1CC1 tert-Butyl (1R,3S,5R)-3-((6-bromo-3-cyclopropylpyridin-2-yl)carbamoyl)-5-methyl-2-azabicyclo[3.1.0]hexane-2-carboxylate